C(#N)C1=CC=C(C=C1)NC=1N=C(C2=C(CCN(CC2)CC2=CC=NC=C2)N1)OC1=C(C=C(C#N)C=C1C)C 4-((2-((4-Cyanophenyl)amino)-7-(pyridine-4-ylmethyl)-6,7,8,9-tetrahydro-5H-pyrimido[4,5-d]azepine-4-yl)oxy)-3,5-dimethylbenzonitrile